CC=1OC(=C(N1)C)C(=O)O 2,4-dimethyloxazole-5-carboxylic acid